4-[(6-benzyloxy-3-pyridinyl)sulfonyl]benzoic acid C(C1=CC=CC=C1)OC1=CC=C(C=N1)S(=O)(=O)C1=CC=C(C(=O)O)C=C1